methyl 6-amino-4-(2-(aminomethyl)-3-methoxyphenyl)-7-(3-(benzyloxy)-2,6-dimethylphenyl)-2-methyl-7H-pyrrolo[2,3-d]pyrimidine-5-carboxylate NC1=C(C2=C(N=C(N=C2C2=C(C(=CC=C2)OC)CN)C)N1C1=C(C(=CC=C1C)OCC1=CC=CC=C1)C)C(=O)OC